C(=O)(OC(C)(C)C)N[C@H](C1=CC=C(C=C1)F)C(=O)O (R)-N-Boc-4-fluorophenylglycine